tert-butyl ((2S)-1-methoxy-3-((2-oxo-1-(1-(5-(trifluoromethyl)pyrimidin-2-yl)piperidin-4-yl)pyrrolidin-3-yl)oxy)propan-2-yl)carbamate COC[C@@H](COC1C(N(CC1)C1CCN(CC1)C1=NC=C(C=N1)C(F)(F)F)=O)NC(OC(C)(C)C)=O